(R)-2-amino-4-phenylbutanehydrazide N[C@@H](C(=O)NN)CCC1=CC=CC=C1